ClC=1N=C2C(=C(C(N(C2=CC1)C)=O)C#N)N1CCC2(CC1)NC1=CC=CC=C1C2=O 6-chloro-1-methyl-2-oxo-4-(3-oxospiro[indoline-2,4'-piperidine]-1'-yl)-1,5-naphthyridine-3-carbonitrile